C(CCCCCCCCCCCCCCCCC)(=O)[O-].[Ca+2].C(CCCCCCCCCCCCCCCCC)(=O)[O-] calcium stearate